C[C@@H]1CN2C(SC1)=CC(=C(C2=O)C#N)C=2C=NC(=CC2)C2(CC2)C (3R)-3-methyl-8-[6-(1-methyl-cyclopropyl)pyridin-3-yl]-6-oxo-2H,3H,4H,6H-pyrido[2,1-b][1,3]thiazine-7-carbonitrile